vinylindene chloride [Cl-].C(=C)C1C=CC2=CC=CC=C12